(S)-4-(7-(6-(bis(4-methoxybenzyl)amino)-4-methylpyridin-2-yl)-2,6,8-trifluoro-quinazolin-4-yl)-3-methylpiperazine-1-carboxylic acid tert-butyl ester C(C)(C)(C)OC(=O)N1C[C@@H](N(CC1)C1=NC(=NC2=C(C(=C(C=C12)F)C1=NC(=CC(=C1)C)N(CC1=CC=C(C=C1)OC)CC1=CC=C(C=C1)OC)F)F)C